6-chloro-2-(5-(1,1-difluoro-2-methoxyethyl)-1H-1,2,4-triazol-3-yl)-5-methoxy-1-methyl-3-(1H-pyrazol-4-yl)-1H-pyrrolo[3,2-b]pyridine ClC=1C=C2C(=NC1OC)C(=C(N2C)C2=NNC(=N2)C(COC)(F)F)C=2C=NNC2